ClCC(CC1=CC=CC=C1)C=1C(=C(C(=O)N)C=CN1)F (1-chloro-3-phenylpropan-2-yl)-3-fluoroisonicotinamide